NC=1C(=C(C=CC1)NC(=O)[C@@H]1C([C@H]1C1=CC(=CC(=C1)Cl)Cl)(Cl)Cl)F (1R,3R)-N-(3-Amino-2-fluorophenyl)-2,2-dichloro-3-(3,5-dichlorophenyl)cyclopropane-1-carboxamide